BrC=1N(C(=C(N1)CC)C(=O)OC)C methyl 2-bromo-4-ethyl-1-methyl-1H-imidazole-5-carboxylate